FC1=CC(=CC=C1)\C=C\S(=O)(=O)C1=CC=CC=C1 (E)-1-fluoro-3-(2-(benzenesulfonyl)vinyl)benzene